FC(C1=C(C=NN1C)S(=O)(=O)N1CCC(CC1)C1=C(N=C2N1CCCC2)C)F 3-(1-((5-(difluoromethyl)-1-methyl-1H-pyrazol-4-yl)sulfonyl)piperidin-4-yl)-2-methyl-5,6,7,8-tetrahydroimidazo[1,2-a]pyridine